N1(C=NC=C1)C1=C(C=C2NC(C(N(C2=C1)CCCC(=O)NCCOCCOCCOCCOCCOCCOCC#C)=O)=O)[N+](=O)[O-] 4-(7-(1H-imidazol-1-yl)-6-nitro-2,3-dioxo-3,4-dihydroquinoxalin-1(2H)-yl)-N-(3,6,9,12,15,18-hexaoxahenicos-20-yn-1-yl)butanamide